CC(C)(C(CC(C(C)(C)C)=O)=O)C.CC(C)(C(CC(C(C)(C)C)=O)=O)C.CC(C)(C(CC(C(C)(C)C)=O)=O)C.[Al] aluminum tris(2,2,6,6-tetramethyl-3,5-heptanedione)